2-hexynoic acid methyl ester COC(C#CCCC)=O